N-(4-(5-(difluoromethyl)-1,3,4-oxadiazol-2-yl)-2-fluorobenzyl)-N-(4-fluorophenyl)-2,6-diazaspiro[3.3]heptane-2-thioamide FC(C1=NN=C(O1)C1=CC(=C(CN(C(=S)N2CC3(C2)CNC3)C3=CC=C(C=C3)F)C=C1)F)F